C(OC1=C(C=C(C=C1)[N+](=O)[O-])[C@@H](CO[Si](C)(C)C(C)(C)C)C)([O-])=O (S)-1-((tert-butyldimethylsilyl)oxy)-propan-2-yl-(4-nitrophenyl) carbonate